4-(5-(5-fluoro-2-methylpyridin-4-yl)-1H-pyrazole-3-carbonyl)-N-((1r,4R)-4-methoxy-4-(trifluoromethyl)cyclohexyl)-4-azaspiro[2.5]octane-7-carboxamide FC=1C(=CC(=NC1)C)C1=CC(=NN1)C(=O)N1C2(CC2)CC(CC1)C(=O)NC1CCC(CC1)(C(F)(F)F)OC